3-benzyl-5-fluorobenzoxazol-2-one C(C1=CC=CC=C1)N1C(OC2=C1C=C(C=C2)F)=O